C(CCCCCCCCCCCCC)(=O)OCCCCCCCCCCCCCCCCCCCCCCCCCCCCCC triacontyl n-tetradecanoate